C(OC=1C(=C2C=CNC2=C(C1)C)CN1[C@@H](CC2(CCCO2)CC1)C1=CC=C(C(=O)O)C=C1)([2H])([2H])[2H] 4-((7S)-8-((5-(methoxy-d3)-7-methyl-1H-indol-4-yl)methyl)-1-oxa-8-azaspiro[4.5]decan-7-yl)benzoic Acid